N-[4-(3-Chlorophenyl)-1-(2,6-difluoro-4-methoxyphenyl)-1H-imidazol-2-yl]-4-(difluoromethoxy)benzamide ClC=1C=C(C=CC1)C=1N=C(N(C1)C1=C(C=C(C=C1F)OC)F)NC(C1=CC=C(C=C1)OC(F)F)=O